C(C)OC(=O)C=1OC2=C(C1)CC1(C(N(C3=NC=CC=C31)CC3=CC=C(C=C3)OC)=O)CC2 1'-(4-methoxybenzyl)-2'-oxo-1',2',6,7-tetrahydro-4H-spiro[benzofuran-5,3'-pyrrolo[2,3-b]pyridine]-2-carboxylic acid ethyl ester